CC1=C(NC=2NN(C3=CC(C=CC23)=N[C@H](C(=O)O)C)C)C=CC=C1C1=CC2=C(OCCO2)C=C1 (S)-2-((3-(2-methyl-3-(1,4-benzodioxan-6-yl)anilino)-1-methylindazol-6-ylidene)amino)-propionic acid